CN(C(CN1N=CC(=C1)C=1N=C(C=2N(C1)N=CC2)C=2C=NN(C2)C(CC)CC)=O)C N,N-dimethyl-2-(4-(4-(1-(pentan-3-yl)-1H-pyrazol-4-yl)pyrazolo[1,5-a]pyrazin-6-yl)-1H-pyrazol-1-yl)acetamide